(3R)-1-(2-(4-(5-(3,5-difluorophenyl)-4,5-dihydro-1H-pyrazole-1-carbonyl)piperazin-1-yl)-5-fluoropyrimidine-4-carbonyl)pyrrolidine-3-carbonitrile FC=1C=C(C=C(C1)F)C1CC=NN1C(=O)N1CCN(CC1)C1=NC=C(C(=N1)C(=O)N1C[C@@H](CC1)C#N)F